3-methylbutyl (3S,7R)-19-(2,6-dimethylphenyl)-8,15,15-trioxo-2-oxa-15λ6-thia-5,9,16,18,21-pentaazatetracyclo[15.3.1.13,7.110,14]tricosa-1(21),10(22),11,13,17,19-hexaene-5-carboxylate CC1=C(C(=CC=C1)C)C=1N=C2NS(C3=CC=CC(NC([C@H]4CN(C[C@@H](OC(C1)=N2)C4)C(=O)OCCC(C)C)=O)=C3)(=O)=O